(R)-((R)-5H-imidazo[5,1-a]isoindol-5-yl)(pyridin-4-yl)methanol C=1N=CN2C1C1=CC=CC=C1[C@@H]2[C@H](O)C2=CC=NC=C2